FC1=C(OC2=C3C(=NC=C2)N(C=C3C3=C(C#N)C=CC=C3)COCC[Si](C)(C)C)C(=CC(=C1)[N+](=O)[O-])F 2-[4-(2,6-difluoro-4-nitrophenoxy)-1-{[2-(trimethylsilyl)ethoxy]methyl}-1H-pyrrolo[2,3-b]pyridin-3-yl]benzonitrile